(S)-2-Ethyl-6-(6-morpholino-1H-imidazo[4,5-c]pyridin-2-yl)-7-((1-(pyrimidin-2-yl)ethyl)amino)-2H-pyrazolo[4,3-b]pyridin-5(4H)-one C(C)N1N=C2C(NC(C(=C2N[C@@H](C)C2=NC=CC=N2)C=2NC3=C(C=NC(=C3)N3CCOCC3)N2)=O)=C1